NC1=NC(=CC(=N1)C=1N=NN(C1)CC1=CC=CC(=N1)C(CCC(=O)O)(C)C)C1=C(C(=CC=C1)Cl)Cl 4-[6-({4-[2-amino-6-(2,3-dichlorophenyl)-4-pyrimidinyl]-1H-1,2,3-triazol-1-yl}methyl)-2-pyridinyl]-4-methylpentanoic acid